racemic-tert-butyl 2-methyl-1-oxo-8-azaspiro[4.5]decane-8-carboxylate C[C@H]1C(C2(CC1)CCN(CC2)C(=O)OC(C)(C)C)=O |r|